N-(4-((R*)-1-((R)-2-(3,4-dichlorobenzoyl)-3-methyl-10-oxo-1,3,4,7,8,10-hexahydropyrido[4',3':3,4]pyrazolo[1,5-a]pyrazin-9(2H)-yl)ethyl)phenyl)acetamide ClC=1C=C(C(=O)N2CC=3C(=NN4C3C(N(CC4)[C@H](C)C4=CC=C(C=C4)NC(C)=O)=O)C[C@H]2C)C=CC1Cl |o1:17|